1-azaspiro[3.3]heptane-1-carboxylate N1(CCC12CCC2)C(=O)[O-]